ethyl 5-acetamido-1-[2-[3-[tert-butyl(dimethyl)silyl]oxyprop-1-ynyl]-4-fluoro-phenyl]pyrazole-4-carboxylate C(C)(=O)NC1=C(C=NN1C1=C(C=C(C=C1)F)C#CCO[Si](C)(C)C(C)(C)C)C(=O)OCC